CC1=CC(C(CC1)C(=C)C)CC(C)=O 1-Methyl-3-(2-oxopropyl)-4-(1-methylethenyl)-cyclohexene